C(C)OC(=O)C=1OC2=C(C1C)C=C(C=C2)S(NC(CC2=CC=CC=C2)C)(=O)=O 3-methyl-5-(N-(1-phenylpropan-2-yl)sulfamoyl)benzofuran-2-carboxylic acid ethyl ester